3-ethyl-pyrrolidone C(C)C1C(NCC1)=O